bromo-3-(1,1-difluoro-2-methoxyethyl)-2-fluorobenzene BrC1=C(C(=CC=C1)C(COC)(F)F)F